C(CCCC\C=C/CC)O Z-6-nonenol